FC(OC=1C(=C(C=CC1)[C@H]1N(CC[C@H]1O)C1=CC=C(C=C1)OC)C)F (2R,3R)-2-[3-(Difluoromethoxy)-2-methyl-phenyl]-1-(4-methoxyphenyl)pyrrolidin-3-ol